5,5'-bi(1,2,3,4-tetrazole)-diammonium salt [NH4+].[NH4+].N1=NN=NC1=C1N=NN=N1